C1=CC=NC=2C=CC=3N=C4C=CC=CC4=CC3C21 pyridoacridine